6-chloro-2-(2,5-dimethoxyphenyl)-3-(4-methoxyphenoxy)quinoline ClC=1C=C2C=C(C(=NC2=CC1)C1=C(C=CC(=C1)OC)OC)OC1=CC=C(C=C1)OC